ClC=1C=C(C=NC1)C=1SC(=C(N1)C)C=1C=CC(N(N1)CC=1SC(=NN1)C1=CC=C(C=C1)F)=O 6-(2-(5-Chloropyridin-3-yl)-4-methylthiazol-5-yl)-2-((5-(4-fluorophenyl)-1,3,4-thiadiazol-2-yl)methyl)pyridazin-3(2H)-one